FC([C@@H]1CCC=2N1C1=C(N2)C(=CC(=C1)C1=NC(=NC=C1F)NC1=CC=C(C=N1)CN1CCN(CC1)C(=O)OC(C)(C)C)F)F tert-butyl (S)-4-((6-((4-(1-(difluoromethyl)-5-fluoro-2,3-dihydro-1H-benzo[d]pyrrolo[1,2-a]imidazol-7-yl)-5-fluoropyrimidin-2-yl)amino)pyridin-3-yl)methyl)-piperazine-1-carboxylate